(S)-6'-bromo-7'-methyl-3',4'-dihydro-1'H-spiro[pyrrolidine-3,2'-[1,8]naphthyridin]-1-carboxylic acid tert-butyl ester C(C)(C)(C)OC(=O)N1C[C@@]2(NC3=NC(=C(C=C3CC2)Br)C)CC1